C1(CC1)C(=O)N1CC=2NC(=NC2C1)C1=NNC2=CC(=CC(=C12)C)C1=C(C=C(C(=C1)F)O)CC cyclopropyl-(2-(6-(2-ethyl-5-fluoro-4-hydroxyphenyl)-4-methyl-1H-indazol-3-yl)-4,6-dihydropyrrolo[3,4-d]imidazol-5(1H)-yl)ketone